5-((4,6-difluoro-5-(4'-(1-(2,2,2-trifluoroethyl)-1H-pyrazol-5-yl)-[1,1'-biphenyl]-4-yl)-1H-benzo[d]imidazol-2-yl)oxy)-2-methylbenzoic acid FC1=C(C(=CC=2NC(=NC21)OC=2C=CC(=C(C(=O)O)C2)C)F)C2=CC=C(C=C2)C2=CC=C(C=C2)C2=CC=NN2CC(F)(F)F